C(=C\C1=CC=C(C=C1S(=O)(=O)[O-])NC(CC)=O)/C1=CC=C(C=C1S(=O)(=O)[O-])NC(CC)=O.[Na+].N(=[N+]=[N-])C1=CC=C(C=C1)C(CC1=CC=CC=C1)=O.[Na+] p-azidobenzeneacetophenone Sodium (E)-6,6'-(ethene-1,2-diyl)bis(3-propionamidobenzenesulfonate)